BrC1=NNC2=NC(=NC(=C21)C#N)N2CCC1([C@@H]([C@@H](OC1)C)N[S@](=O)C(C)(C)C)CC2 (R)-N-((3S,4S)-8-(3-bromo-4-cyano-1H-pyrazolo[3,4-d]pyrimidin-6-yl)-3-methyl-2-oxa-8-azaspiro[4.5]decan-4-yl)-2-methylpropane-2-sulfinamide